FC1(C2CCC(C12)C1=NC=CC(=C1NC(=O)C=1C=NC(=NC1)C(C)C)C1=C(C=CC=C1)F)F N-(2-(6,6-difluorobicyclo[3.1.0]hexan-2-yl)-4-(2-fluorophenyl)pyridin-3-yl)-2-isopropylpyrimidine-5-carboxamide